BrC1=C(C(=C(C=C1)S(=O)(=O)NCC(CNC(OC(C)(C)C)=O)O)S(N(CC1=CC=CC=C1)CC1=CC=CC=C1)(=O)=O)C=1N=NN(N1)CC1=CC=C(C=C1)OC tert-butyl (3-(4-bromo-2-(N,N-dibenzylsulfamoyl)-3-(2-(4-methoxybenzyl)-2H-tetrazol-5-yl)phenylsulfonamido)-2-hydroxypropyl)carbamate